[Si](C)(C)(C(C)(C)C)O[C@H](C(N)=S)C (S)-2-((tert-butyldimethylsilyl)oxy)propanethioamide